sodium ethoxide salt [O-]CC.[Na+]